(S)-2-((ethoxycarbonyl)amino)-3-(4-fluorophenyl)propionic acid methyl ester COC([C@H](CC1=CC=C(C=C1)F)NC(=O)OCC)=O